enanthoaldehyde C(CCCCCC)=O